OCC1=CC=C(C=O)O1.[C] carbon 5-hydroxymethyl-furfural